C(CCC)C1=C(C=CC=C1)C=CC=O 3-(n-butylphenyl)acrolein